N-(3-(2-Chloro-5-fluorophenyl)-1-oxo-6-(4,4,5,5-tetramethyl-1,3,2-dioxaborolan-2-yl)isoindolin-4-yl)-3-fluoro-5-(trifluoromethyl)benzamide ClC1=C(C=C(C=C1)F)C1NC(C2=CC(=CC(=C12)NC(C1=CC(=CC(=C1)C(F)(F)F)F)=O)B1OC(C(O1)(C)C)(C)C)=O